N1=CC=C(C2=CC=CC=C12)C=1C=NNC1 4-(4-quinolinyl)-1H-pyrazole